4,4'-dihydroxy-3,3',5,5'-tetramethoxybibenzyl OC1=C(C=C(C=C1OC)CCC1=CC(=C(C(=C1)OC)O)OC)OC